C(C)N1CCN(CC1)CC1=CC=C(C=C1)C1=CC2=C(N=CN=C2N[C@@H](C)C2=CC=CC=C2)N1 (S)-6-(4-((4-ethylpiperazin-1-yl)methyl)phenyl)-N-(1-phenylethyl)-7H-pyrrolo[2,3-d]pyrimidin-4-amine